tert-amyl-o-chlorophenol C(C)(C)(CC)C=1C(=C(C=CC1)O)Cl